N-(5-(bicyclo[1.1.1]pent-1-ylmethoxy)-4-((2-(1,1-difluoroethyl)-6-methylpyridin-4-yl)amino)pyridin-2-yl)acetamide C12(CC(C1)C2)COC=2C(=CC(=NC2)NC(C)=O)NC2=CC(=NC(=C2)C)C(C)(F)F